COC1=CC=C(C=C1)S(=O)(=O)N\C=C/1\C(OC2=CC=CC=C2C1=O)C(C(=O)OC)(C)C methyl (Z)-2-(3-(((4-methoxyphenyl)sulfonamido) methylene)-4-oxochroman-2-yl)-2-methylpropanoate